FC(C1=NN(C=C1C(=O)N(C(CC1=C(C=C(C=C1Cl)Cl)Cl)C)OC)C)F 3-(difluoromethyl)-N-methoxy-1-methyl-N-[1-methyl-2-(2,4,6-trichlorophenyl)ethyl]pyrazole-4-carboxamide